FC(C)(F)C1=NC(=CC(=N1)NC1=CC(=NC=C1C1=NN(C=C1)C)NC(=O)N)C 1-(4-((2-(1,1-Difluoroethyl)-6-methylpyrimidin-4-yl)amino)-5-(1-methyl-1H-pyrazol-3-yl)pyridin-2-yl)urea